(dimethylphosphonic acid) platinum (II) hydride [PtH2].COP(OC)=O